5-bromo-6-methyl-2-oxo-1,2-dihydropyridine-3-carboxylic acid BrC=1C=C(C(NC1C)=O)C(=O)O